C1(=CC=CC=C1)C(C1=CC=CC=C1)=NC1=CC2=C(NC=3N(CC2)N=C(C3C#N)C3=CC=C(C=C3)OC3=CC=CC=C3)C=C1 7-((diphenylmethylene)amino)-2-(4-phenoxyphenyl)-9,10-dihydro-4H-benzo[d]pyrazolo[1,5-a][1,3]diazepine-3-carbonitrile